8-fluoro-7-(7-fluoro-3-(methoxymethoxy)-8-((triisopropylsilyl)ethynyl)naphthalen-1-yl)-2-(methylthio)pyrido[4,3-d]pyrimidin-4-yl 8-azabicyclo[3.2.1]oct-3-ene-8-carboxylate C12CC=CC(CC1)N2C(=O)OC=2C1=C(N=C(N2)SC)C(=C(N=C1)C1=CC(=CC2=CC=C(C(=C12)C#C[Si](C(C)C)(C(C)C)C(C)C)F)OCOC)F